9-(2'-(4,6-diphenyl-1,3,5-triazin-2-yl)-5'-(pyridin-3-yl)-[1,1'-biphenyl]-4-yl)-3,6-dimethyl-9H-carbazole C1(=CC=CC=C1)C1=NC(=NC(=N1)C1=CC=CC=C1)C1=C(C=C(C=C1)C=1C=NC=CC1)C1=CC=C(C=C1)N1C2=CC=C(C=C2C=2C=C(C=CC12)C)C